CN([C@@H]1CC[C@H](CC1)C1(OC2=C(O1)C(=CC(=C2C)C(=O)NCC=2C(NC(=CC2SC)C)=O)C=2C(=NOC2C)C)C)C 2-(trans-4-(dimethylamino)cyclohexyl)-7-(3,5-dimethylisoxazol-4-yl)-2,4-dimethyl-N-((6-methyl-4-(methylthio)-2-oxo-1,2-dihydropyridin-3-yl)methyl)benzo[d][1,3]dioxole-5-carboxamide